3,3'-((sulfonylbis(4,1-phenylene))bis(oxy))dianiline S(=O)(=O)(C1=CC=C(C=C1)OC=1C=C(N)C=CC1)C1=CC=C(C=C1)OC=1C=C(N)C=CC1